BrC=1C=C(C(=NC1)C=1OC(=CN1)C)Cl 2-(5-bromo-3-chloropyridin-2-yl)-5-methyloxazole